(1R)-2,3-dihydro-N-2-propynyl-1H-indene-1-amine C(C#C)N[C@@H]1CCC2=CC=CC=C12